CC1(C2=CC=CC=C2C(C=2C=CC=CC12)(C)C)C 9,9,10,10-tetramethyl-9,10-dihydroanthracene